6-amino-4-fluoro-N,N-dimethyl-2-phenylpyrazolo[1,5-a]pyridine-3-carboxamide NC=1C=C(C=2N(C1)N=C(C2C(=O)N(C)C)C2=CC=CC=C2)F